[Na+].P(=O)(OCCOCCCC)([O-])[O-].[Na+] ethylene glycol monobutyl ether phosphate sodium salt